ClC1=C(C=CC(=C1)Cl)N=C=S 2,4-dichlorophenyl isothiocyanate